C(C1=CC=CC=C1)(=O)NC1=NC(N([C@H]2[C@]([C@H](O)[C@@H](CO)O2)(F)Br)C=C1)=O 4-N-benzoyl-2'-deoxy-2'-bromo-2'-fluorocytidine